N-(3-fluorobenzyl)-2-(5-methylpyridin-3-yl)benzo[d]thiazole-6-carboxamide FC=1C=C(CNC(=O)C2=CC3=C(N=C(S3)C=3C=NC=C(C3)C)C=C2)C=CC1